2-(7-((4-(4-(2-(2-(2,4-di-tert-butyl-5-(4-oxo-1,4-dihydroquinoline-3-carboxamido)phenoxy)ethoxy)ethoxy)phenyl)piperidin-1-yl)sulfonyl)-4-oxo-1,2-dihydroquinazolin-3(4H)yl)acetic acid C(C)(C)(C)C1=C(OCCOCCOC2=CC=C(C=C2)C2CCN(CC2)S(=O)(=O)C2=CC=C3C(N(CNC3=C2)CC(=O)O)=O)C=C(C(=C1)C(C)(C)C)NC(=O)C1=CNC2=CC=CC=C2C1=O